N=1CCCCC1C1=CC=CC2=C1N=CS2 4-(2,3,4,5-tetrahydropyridin-6-yl)-1,3-Benzothiazole